6-(2-((tert-butyldimethylsilyl)oxy)-2-(2H-tetrazol-5-yl)ethoxy)-2-chloroquinoline [Si](C)(C)(C(C)(C)C)OC(COC=1C=C2C=CC(=NC2=CC1)Cl)C=1N=NNN1